O=C1NC(CC[C@@H]1N1C(C2=CC=C(C=C2C1)N1CCC(CC1)C=O)=O)=O 1-[2-[(3S)-2,6-dioxo-3-piperidyl]-1-oxo-isoindolin-5-yl]piperidine-4-carbaldehyde